3-(cyclopropylmethoxy)pyridinium C1(CC1)COC=1C=[NH+]C=CC1